[2-(4-bromophenyl)imidazo[1,2-a]pyrimidin-3-yl]methyl-2,5-diazabicyclo[2.2.2]octane-2-carboxylate BrC1=CC=C(C=C1)C=1N=C2N(C=CC=N2)C1COC(=O)N1C2CNC(C1)CC2